5-[1-(2-Fluoro-6-methyl-phenyl)-piperidin-4-yl]-2-(2-fluoro-2-methylpropyl)-7-(2-trifluoromethyl-benzyl)-2,4,5,7-tetrahydro-pyrazolo[3,4-d]pyrimidin-6-one FC1=C(C(=CC=C1)C)N1CCC(CC1)N1C(N(C=2C(C1)=CN(N2)CC(C)(C)F)CC2=C(C=CC=C2)C(F)(F)F)=O